(6-Chloro-3-fluoropyrazin-2-yl)carbamic acid tert-butyl ester C(C)(C)(C)OC(NC1=NC(=CN=C1F)Cl)=O